[K+].[K+].P([O-])(=O)(OP(=O)([O-])OP(=O)(O)O)OC[C@@H]1[C@H]([C@H]([C@@H](O1)N1C=NC=2C(N)=NC=NC12)O)O Adenosine 5'-triphosphate dipotassium